2-(7-FLUORO-3-OXO-2,3-DIHYDRO-4H-BENZO[B][1,4]OXAZIN-4-YL)-N-(5-(PYRIDIN-2-YL)-4H-1,2,4-TRIAZOL-3-YL)ACETAMIDE FC=1C=CC2=C(OCC(N2CC(=O)NC2=NN=C(N2)C2=NC=CC=C2)=O)C1